ClC=1C=C(C(=O)N2CC=3C(=NN4C3C(N(C[C@H]4C)C(C)C4=NNC(C=C4)=O)=O)C[C@H]2C)C=CC1Cl (3R,7R)-2-(3,4-dichlorobenzoyl)-3,7-dimethyl-9-(1-(6-oxo-1,6-dihydropyridazin-3-yl)ethyl)-1,2,3,4,8,9-hexahydropyrido[4',3':3,4]pyrazolo[1,5-a]pyrazin-10(7H)-one